N-[(1S)-1-[[(3-amino-3-oxo-propyl)-[(2S)-2-chloro-2-fluoro-acetyl]amino]carbamoyl]-3-methyl-butyl]-4-chloro-1H-indole-2-carboxamide NC(CCN(C([C@@H](F)Cl)=O)NC(=O)[C@H](CC(C)C)NC(=O)C=1NC2=CC=CC(=C2C1)Cl)=O